tert-Butyl 3-(4-(1-hydroxypropyl)thiazole-2-carbonyl)-1H-indole-1-carboxylate OC(CC)C=1N=C(SC1)C(=O)C1=CN(C2=CC=CC=C12)C(=O)OC(C)(C)C